COC1=C(C=C(C=C1)C=1C(=NN2C=NC(=CC21)C2=CC(=CC=C2)C(F)(F)F)C)O 2-methoxy-5-(2-methyl-5-(3-(trifluoromethyl)phenyl)pyrazolo[1,5-c]pyrimidin-3-yl)phenol